3-(3-{1-[3-chloro-4-(3,3-dimethyl-butyl)phenyl]-2-hydroxymethyl-3,3-dimethyl-cyclopentyl}ureido)propanoic acid ethyl ester C(C)OC(CCNC(=O)NC1(C(C(CC1)(C)C)CO)C1=CC(=C(C=C1)CCC(C)(C)C)Cl)=O